C(C)(=O)SCC1(CN(C1)C(=O)OC(C)(C)C)CSC(C)=O tert-Butyl 3,3-bis[(acetylthio)methyl]azetidine-1-carboxylate